1-{5-[(2,3-dichlorophenyl)sulfanyl]-4-nitrothiophen-2-yl}ethan-1-one ClC1=C(C=CC=C1Cl)SC1=C(C=C(S1)C(C)=O)[N+](=O)[O-]